(3-methoxy-4-((3-(7-(piperidin-4-ylamino)-3-(2,2,2-trifluoroethyl)benzo[b]thiophen-2-yl)prop-2-yn-1-yl)amino)phenyl)dimethylphosphine oxide COC=1C=C(C=CC1NCC#CC1=C(C2=C(S1)C(=CC=C2)NC2CCNCC2)CC(F)(F)F)P(C)(C)=O